(s)-5-(sec-butyl)-1H-pyrrol-2(5H)-one C(C)(CC)[C@H]1C=CC(N1)=O